1-(3-chloro-4-(2-(ethylamino)-8,9-dihydroimidazo[1',2':1,6]pyrido[2,3-d]pyrimidin-6-yl)phenyl)-3-methylpyrazin-2(1H)-one ClC=1C=C(C=CC1C1=CC2=C(N=C(N=C2)NCC)N2C1=NCC2)N2C(C(=NC=C2)C)=O